N-[(1R,6S)-6-{(4R)-4-[(cyclopropylmethyl)(methyl)amino]azepan-1-yl}-2,2-difluorocyclohexyl]-4-{5-[(1S,2S)-2-fluorocyclopropyl]-1,2,4-oxadiazol-3-yl}-4-methylpiperidine-1-carboxamide C1(CC1)CN([C@H]1CCN(CCC1)[C@H]1CCCC([C@@H]1NC(=O)N1CCC(CC1)(C)C1=NOC(=N1)[C@H]1[C@H](C1)F)(F)F)C